NC1=CC=C(C=N1)OC1=CC=C(C=C1)NC(=O)NC1=CC(=C(C=C1)F)C(F)(F)F 1-(4-((6-aminopyridin-3-yl)oxy)phenyl)-3-(4-fluoro-3-(trifluoromethyl)phenyl)urea